O1C(=CC=C1)C=1C(=CC(=C(C1)NC1=NC=NC2=CC(=C(C=C12)OC1CCN(CC1)C(C=C)=O)OC)OC)C 1-(4-((4-((5-(furan-2-yl)-2-methoxy-4-methylphenyl)amino)-7-methoxyquinazolin-6-yl)oxy)piperidin-1-yl)prop-2-en-1-one